C1(CC1)O cyclopropane-ol